ClC1=C(C(=CC=C1)C)N1C(N(C2=C(C1)C=NC=C2)C2CCNCC2)=O 3-(2-chloro-6-methyl-phenyl)-1-(4-piperidyl)-4H-pyrido[4,3-d]pyrimidin-2-one